3-(4-((6-cyclopropylimidazo[1,2-a]pyridin-2-yl)methoxy)-6-((4-(N-(ethoxycarbonyl)carbamimidoyl)-2,6-dimethylbenzyl)amino)pyrimidin-2-yl)propanoic acid C1(CC1)C=1C=CC=2N(C1)C=C(N2)COC2=NC(=NC(=C2)NCC2=C(C=C(C=C2C)C(NC(=O)OCC)=N)C)CCC(=O)O